2-[(2E)-2-(aminomethyl)-3-fluoroprop-2-en-1-yl]-4-{[5-(1-methyl-1H-pyrazol-5-yl)thiophen-2-yl]methyl}-2,4-dihydro-3H-1,2,4-triazol-3-one NC/C(/CN1N=CN(C1=O)CC=1SC(=CC1)C1=CC=NN1C)=C\F